P(=O)(O)(O)O[C@@H]1[C@H]2[C@]34C=5C(=C(C=CC5C[C@H]([C@@H]3C=C1)N(C)CC4)OC)O2 codeine (phosphate)